C(C)(C)(C)OC(=O)N1[C@H]2C(NC[C@@H]1CC2)COC2=C1C(NC(=NC1=C(C(=C2F)Br)F)SC)=O (1R,5S)-2-(((7-bromo-6,8-difluoro-2-(methylsulfanyl)-4-oxo-3,4-dihydroquinazolin-5-yl)oxy)methyl)-3,8-diazabicyclo[3.2.1]octane-8-carboxylic acid tert-butyl ester